C(C1=CC=CC=C1)(=O)O[C@@H]1[C@](O[C@H]([C@@]12CCS2)N2C(NC(C=C2)=O)=O)(COC(C2=CC=CC=C2)=O)N=[N+]=[N-] (4R,5R,7R,8R)-7-azido-7-((benzoyloxy) methyl)-5-(2,4-dioxo-3,4-dihydropyrimidin-1(2H)-yl)-6-oxa-1-thiaspiro[3.4]oct-8-yl benzoate